1,3-dimethyl-d3-propane-1,3-dione C(C(CC(=O)C([2H])([2H])[2H])=O)([2H])([2H])[2H]